3,5-dinitro-benzaldehyde [N+](=O)([O-])C=1C=C(C=O)C=C(C1)[N+](=O)[O-]